OCCN[C@H]1[C@@H](CCCC1)OC=1C=C2CN(C(C2=CC1)=O)C1C(NC(CC1)=O)=O 3-(5-(((1R,2R)-2-((2-hydroxyethyl)amino)cyclohexyl)oxy)-1-oxoisoindolin-2-yl)piperidine-2,6-dione